F[C@H]1[C@@H]2CCC[C@H](C[C@H]1N(C1=CC=C(N=N1)C1=C(C=C(C=C1)C1=NC(N(C=N1)C)=O)O)C)N2 4-(4-(6-(((1S,2S,3R,5R)-2-fluoro-9-azabicyclo[3.3.1]nonan-3-yl)(methyl)amino)pyridazin-3-yl)-3-hydroxyphenyl)-1-methyl-1,3,5-triazin-2(1H)-one